2,2-dimethyl-1-(2-methyl-2,3-dihydro-2,5-methanobenzo[f][1,4]oxazepin-4(5H)-yl)propan-1-one CC(C(=O)N1CC2(OC3=C(C1C2)C=CC=C3)C)(C)C